8-(2-ethyl-2-adamantyloxycarbonyl)-tetracyclo[4.4.0.12,5.17,10]-3-dodecene C(C)C1(C2CC3CC(CC1C3)C2)OC(=O)C2C3C1C4C=CC(C1C(C2)C3)C4